N-(2-hydroxyethyl)-5-[4-(6-{2-[3-(trifluoromethoxy)phenyl]acetamido}pyridazin-3-yl)butyl]-1,3,4-thiadiazole-2-carboxamide OCCNC(=O)C=1SC(=NN1)CCCCC=1N=NC(=CC1)NC(CC1=CC(=CC=C1)OC(F)(F)F)=O